tert-butyl 1-(1-benzyloxycarbonyl-4-piperidyl)-3-[7-methyl-6-(1-methylpyrazol-4-yl)-3,4-dihydro-2H-quinolin-1-yl]-6,7-dihydro-4H-pyrazolo[4,3-c]pyridine-5-carboxylate C(C1=CC=CC=C1)OC(=O)N1CCC(CC1)N1N=C(C=2CN(CCC21)C(=O)OC(C)(C)C)N2CCCC1=CC(=C(C=C21)C)C=2C=NN(C2)C